(9S)-9-ethyl-5-fluoro-3,9-dihydroxy-2,3,12,15-tetrahydro-1H,7H,13H-pyrano[3',4':6,7]indolizino[2,1-b]pyrido[3,2,1-ij]quinoline-7,10,13(9H)-trione C(C)[C@]1(C(OCC=2C(N3CC=4N5C6=C(C=C(C=C6C(C4C3=CC21)=O)F)C(CC5)O)=O)=O)O